9,9'-(6-chloro-1,3,5-triazine-2,4-diyl)bis(3-phenyl-9H-carbazole) ClC1=NC(=NC(=N1)N1C2=CC=CC=C2C=2C=C(C=CC12)C1=CC=CC=C1)N1C2=CC=CC=C2C=2C=C(C=CC12)C1=CC=CC=C1